1-cyclopropyl-4-(4-(4,4,5,5-tetramethyl-1,3,2-dioxaborolan-2-yl)-5,6-dihydro-2H-pyran-2-yl)-1H-pyrazole C1(CC1)N1N=CC(=C1)C1OCCC(=C1)B1OC(C(O1)(C)C)(C)C